tert-butyl (3-((5-chloro-2-hydroxypyridin-3-yl)carbamoyl)bicyclo[1.1.1]pentan-1-yl)carbamate ClC=1C=C(C(=NC1)O)NC(=O)C12CC(C1)(C2)NC(OC(C)(C)C)=O